[Si](C)(C)(C(C)(C)C)OCCN1CCC(CC1)CN(C(CCCCCCCCC(=O)OCC(CCCCCC)CCCC)CCCCCCCCC(=O)OCC(CCCCCC)CCCC)C(=O)Cl bis(2-butyloctyl) 10-[[1-[2-[tert-butyl(dimethyl)silyl]oxyethyl]-4-piperidyl]methyl-chlorocarbonyl-amino]nonadecanedioate